(R)-3-methyl-2-oxo-N-(5-((5-(trifluoromethyl)pyridin-2-yl)oxy)benzofuran-7-yl)imidazolidine-4-carboxamide CN1C(NC[C@@H]1C(=O)NC1=CC(=CC=2C=COC21)OC2=NC=C(C=C2)C(F)(F)F)=O